4-(benzo[b]thiophen-2-yl)benzene-1,3-diol S1C2=C(C=C1C1=C(C=C(C=C1)O)O)C=CC=C2